5-(tert-butyl)-10,11-dimethoxy-1-methyl-2-oxo-1,2,5,6-tetrahydropyrido[2',1':2,3]imidazo[4,5-h]quinoline-3-carboxylic acid C(C)(C)(C)C1C=2C=C(C(N(C2C2=C(C1)N1C(=N2)C(=C(C=C1)OC)OC)C)=O)C(=O)O